Trans-N-(2-((4-((2-(dimethylamino)ethyl)(methyl)amino)-5-nitro-2-(trifluoromethoxy)phenyl)amino)-4-(1-methyl-1H-indol-3-yl)pyrimidin-5-yl)-3-(4-fluorophenyl)acrylamide CN(CCN(C1=CC(=C(C=C1[N+](=O)[O-])NC1=NC=C(C(=N1)C1=CN(C2=CC=CC=C12)C)NC(\C=C\C1=CC=C(C=C1)F)=O)OC(F)(F)F)C)C